S1C=C(C=C1)C#CC1=C(C=CC=C1)CC#N 2-(2-(thiophen-3-ylethynyl)phenyl)acetonitrile